2-(4-(2-methoxyethoxy)phenyl)ethylamine COCCOC1=CC=C(C=C1)CCN